5-amino-6-[[3-[rac-(3R,5R)-5-(4-chlorophenyl)tetrahydro-furan-3-yl]-1,2,4-oxadiazol-5-yl]methyl]thiazolo[4,5-d]pyrimidin-7-one NC=1N(C(C2=C(N1)N=CS2)=O)CC2=NC(=NO2)[C@@H]2CO[C@H](C2)C2=CC=C(C=C2)Cl |r|